bis(cyclopentadienyl)-zirconium monochloride monohydride [H-].[Cl-].C1(C=CC=C1)[Zr+2]C1C=CC=C1